FC1=CC=C(C=C1)NC(=O)C1(COC1)C1=CC=C(C=N1)C1=NC=C(C=C1CO)C(F)(F)F N-(4-fluorophenyl)-3-(3-(hydroxymethyl)-5-(trifluoromethyl)-[2,3'-bipyridin]-6'-yl)oxetane-3-carboxamide